1-(4-(2-((1-(1-methoxybutan-2-yl)-1H-pyrazol-4-yl)amino)pyrimidin-4-yl)phenyl)imidazolidin-2-one COCC(CC)N1N=CC(=C1)NC1=NC=CC(=N1)C1=CC=C(C=C1)N1C(NCC1)=O